2-[[(1R)-1-[3,6-dimethyl-2-[4-(1-methylpyrazol-4-yl)phenyl]-4-oxo-chromen-8-yl]ethyl]amino]benzoic acid CC1=C(OC2=C(C=C(C=C2C1=O)C)[C@@H](C)NC1=C(C(=O)O)C=CC=C1)C1=CC=C(C=C1)C=1C=NN(C1)C